C(OC[C@H]1OC[C@@H]2OC(O[C@@H]21)(C)C)(OC2=CC=C(C=C2)[N+](=O)[O-])=O ((3aR,4R,6aS)-2,2-dimethyltetrahydrofuro[3,4-d][1,3]dioxol-4-yl)methyl (4-nitrophenyl) carbonate